ClC1=CC(=C(C=C1Cl)[C@H](NS(=O)C(C)(C)C)C1C(CNCC1)C)OCC=C N-[(R)-[4,5-dichloro-2-(prop-2-en-1-yloxy)phenyl](3-methylpiperidin-4-yl)methyl]2-methylpropane-2-sulfinamide